2-(3-methoxyphenyl)-1,3-benzoxazol COC=1C=C(C=CC1)C=1OC2=C(N1)C=CC=C2